ClC1=C2C(=NC=C1OC=1C=NN3C1C=CC=C3)N=C(N2C)NC=2C(N(N=C(C2)C2CC2)[C@H]2COCCC2)=O (R)-4-((7-chloro-1-methyl-6-(pyrazolo[1,5-a]pyridin-3-yloxy)-1H-imidazo[4,5-b]pyridin-2-yl)amino)-6-cyclopropyl-2-(tetrahydro-2H-pyran-3-yl)pyridazin-3(2H)-one